2-Ethoxy-3-methylbenzoic acid C(C)OC1=C(C(=O)O)C=CC=C1C